C(CCC)[NH+](CCCC)CCCC N,N,N-tributylammonium